C1N(CCC2=CC=CC=C12)C[C@H](CNC(=O)C=1N=C2N(C=C(C=C2)NC(=O)C2=NOC=C2)C1)O (S)-N-(2-((3-(3,4-dihydroisoquinolin-2(1H)-yl)-2-hydroxypropyl)carbamoyl)imidazo[1,2-a]pyridin-6-yl)isoxazole-3-carboxamide